6-bromo-3,3-dimethyl-1,3-dihydro-2H-pyrrolo[3,2-b]pyridin-2-one BrC=1C=C2C(=NC1)C(C(N2)=O)(C)C